Diethyl [4-(3,6-dicyano-9H-carbazol-9-yl)butyl]phosphonate C(#N)C=1C=CC=2N(C3=CC=C(C=C3C2C1)C#N)CCCCP(OCC)(OCC)=O